zirconium lanthanum carbonate C([O-])([O-])=O.[La+3].[Zr+4]